Cl.COC1C[C@H](CO[C@@H]1C=1OC(=NN1)C1(CCC1)OC(F)(F)F)N (3r,6s)-5-methoxy-6-(5-(3-cis-(trifluoromethoxy)cyclobutyl)-1,3,4-oxadiazol-2-yl)tetrahydro-2H-pyran-3-amine HCl salt